6-((5-(6-phenyl-5,6-dihydrocyclopenta[c]pyrazol-2(4H)-yl)pyridin-3-yl)ethynyl)pyridazine-3-amine C1(=CC=CC=C1)C1CCC=2C1=NN(C2)C=2C=C(C=NC2)C#CC2=CC=C(N=N2)N